6-[[4-methyl-6-(methylamino)pyrimidin-2-yl]amino]-1,3-benzodioxol-4-ol CC1=NC(=NC(=C1)NC)NC=1C=C(C2=C(OCO2)C1)O